ClC1=C(C=C2C(=N1)N(C=C2F)COCC[Si](C)(C)C)OC2=C(C(=O)OC)C=CC(=C2)F methyl 2-((6-chloro-3-fluoro-1-((2-(trimethyl silyl)ethoxy)methyl)-1H-pyrrolo[2,3-b]pyridin-5-yl)oxy)-4-fluorobenzoate